C(C1=CC=CC=C1)OC=1C=C2C(CC(=C(C2=CC1)C1=CC=C(C=C1)N1CCC(CC1)C(OC)OC)C1=C(C=C(C(=C1)F)C)F)(F)F 1-(4-(6-(benzyloxy)-2-(2,5-difluoro-4-methylphenyl)-4,4-difluoro-3,4-dihydronaphthalen-1-yl)phenyl)-4-(dimethoxymethyl)piperidine